C(CCC(=O)[O-])CCN The molecule is an amino-acid anion that is the conjugate base of 6-aminohexanoic acid. It derives from a hexanoate. It is a conjugate base of a 6-aminohexanoic acid zwitterion and a 6-aminohexanoic acid.